2,2'-bis(o-methylphenyl)-4,5,4',5'-tetraphenyl-biimidazole CC1=C(C=CC=C1)C1(N=C(C(=N1)C1=CC=CC=C1)C1=CC=CC=C1)C1(N=C(C(=N1)C1=CC=CC=C1)C1=CC=CC=C1)C1=C(C=CC=C1)C